3,5,3',5'-tetramethyl-biphenyl CC=1C=C(C=C(C1)C)C1=CC(=CC(=C1)C)C